3,6-Dimethyl-2-(2-methylindazol-5-yl)-8-[(1R)-1-[[2-(trifluoromethyl)-3-pyridyl]amino]ethyl]chromen-4-one CC1=C(OC2=C(C=C(C=C2C1=O)C)[C@@H](C)NC=1C(=NC=CC1)C(F)(F)F)C1=CC2=CN(N=C2C=C1)C